C(C)(C)(C)OC(=O)N1CCC=2C=C(C(=NC2C1)OS(=O)(=O)C(F)(F)F)I.C(C)(C)(C)[Si](OCC#C)(C)C tert-butyldimethyl-(2-propynyloxy)silane tert-butyl-3-iodo-2-(((trifluoromethyl)sulfonyl)oxy)-5,8-dihydro-1,7-naphthyridine-7(6H)-carboxylate